P(=O)(OCC)(OOCCCCCCCCCCCCCCCC)[O-] ethyl cetyloxy phosphate